NC1=C(C(=O)O)C=CC(=C1)S(F)(F)(F)(F)F 2-amino-4-(pentafluoro-λ6-sulfanyl)benzoic acid